CN1N=CC(=C1C1=CC(=C(C=O)C=C1)F)C 4-(1,4-dimethyl-1H-pyrazol-5-yl)-2-fluorobenzaldehyde